FC(C1=CC=C(C=C1)C(CCC=C(C)C)=O)(F)F 1-(4-trifluoromethylphenyl)-5-methyl-4-hexene-1-one